CS(=O)(=O)C=1C=C(C=CC1OCC1CCN(CC1)S(=O)(=O)C)CO (3-(methylsulfonyl)-4-((1-(methylsulfonyl)piperidin-4-yl)-methoxy)phenyl)methanol